3-[[2-Chloro-4-[[3-(2,3-difluoro-4-methoxy-phenyl)imidazo[1,2-a]pyrazin-8-yl]amino]benzoyl]amino]propyl-trimethyl-ammonium formate C(=O)[O-].ClC1=C(C(=O)NCCC[N+](C)(C)C)C=CC(=C1)NC=1C=2N(C=CN1)C(=CN2)C2=C(C(=C(C=C2)OC)F)F